4-methyl-1,2,3-oxathiazolidine-3-carboxylate 2,2-dioxide CC1N(S(OC1)(=O)=O)C(=O)[O-]